ammonium acetyl iodide C(C)(=O)I.[NH4+]